CC=1C=C(C=C(C1)C)C1=C(C(=NC(=C1N1C2=CC=C(C=C2C=2C=C(C=CC12)C#N)C#N)N1C2=C(C=3C=CC=CC13)C=NC=C2)N2C1=CC=C(C=C1C=1C=C(C=CC21)C#N)C#N)N2C1=CC=C(C=C1C=1C=C(C=CC21)C#N)C#N 9,9',9''-(4-(3,5-dimethylphenyl)-6-(5H-pyrido[4,3-b]indol-5-yl)pyridine-2,3,5-triyl)tris(9H-carbazole-3,6-dicarbonitrile)